N-isopropyl-5-(1-methyl-1H-benzo[d][1,2,3]triazol-6-yl)pyrrolo[2,1-f][1,2,4]triazin-2-amine C(C)(C)NC1=NN2C(C=N1)=C(C=C2)C=2C=CC1=C(N(N=N1)C)C2